C(C)(C)(C)OP(=O)(OC(C)(C)C)OCOC(=O)N(CC(=O)OC(C)(C)C)CCO tert-butyl N-((((di-tert-butoxyphosphoryl)oxy)methoxy)carbonyl)-N-(2-hydroxyethyl)glycinate